C(C)OC(=O)C=1C(=NC(=NC1)SC)NC1CCN(CC1)C(=O)OC(C)(C)C 4-((1-(tert-Butoxycarbonyl)piperidin-4-yl)amino)-2-(methylsulfanyl)-pyrimidine-5-carboxylic acid ethyl ester